(pentamethylcyclopentadienyl)iridium (III) CC1=C(C(=C(C1(C)[Ir+2])C)C)C